O=C1NC2=CC=C(C=C2CC1)C=1C=C(OC(=O)C2C(C(C2C2=CC=CC=C2)C(=O)O)C2=CC=CC=C2)C=CC1 3-[3-(2-oxo-1,2,3,4-tetrahydroquinolin-6-yl)phenoxycarbonyl]-2,4-diphenylcyclobutane-1-carboxylic acid